6-cyclopropyl-1-(4-(difluoromethoxy)phenyl)-3-(2-methyl-2H-indazol-6-yl)thieno[3,2-d]pyrimidine-2,4(1H,3H)-dione C1(CC1)C1=CC=2N(C(N(C(C2S1)=O)C=1C=CC2=CN(N=C2C1)C)=O)C1=CC=C(C=C1)OC(F)F